CC1=C(C=C(OC2CCN(CC2)C(=O)OC(C)(C)C)C=C1)C(N[C@H](C)C1=CC=CC2=CC=CC=C12)=O (R)-tert-Butyl 4-(4-methyl-3-((1-(naphthalen-1-yl)ethyl)carbamoyl)phenoxy)piperidine-1-carboxylate